chloro(methyl)diphenyl-germanium benzyl-N-[(1S)-1-[[(1S)-1-(4-fluoro-1H-benzimidazol-2-yl)ethyl]carbamoyl]-3-[(2S)-2-methyl-1-piperidyl]-3-oxo-propyl]carbamate C(C1=CC=CC=C1)OC(N[C@@H](CC(=O)N1[C@H](CCCC1)C)C(N[C@@H](C)C1=NC2=C(N1)C=CC=C2F)=O)=O.Cl[Ge](C2=CC=CC=C2)(C2=CC=CC=C2)C